N[C@@H]1[C@@H](OCC12CCN(CC2)C2=NC=C(C=N2)SC=2C(=C(C=CC2)NC(=O)C2=NC=CC=C2)Cl)C N-(3-((2-((3S,4S)-4-amino-3-methyl-2-oxa-8-azaspiro[4.5]decan-8-yl)pyrimidin-5-yl)mercapto)-2-chlorophenyl)pyridine-2-carboxamide